benzyneamine C1#CC(=CC=C1)N